4-(4-propenoyl-2-methylpiperazin-1-yl)-6-fluoro-7-(2-fluoro-6-hydroxyphenyl)-1-(2-isopropyl-5-methyl-1H-pyrrol-1-yl)pyrido[2,3-d]pyrimidin-2(1H)-one C(C=C)(=O)N1CC(N(CC1)C=1C2=C(N(C(N1)=O)N1C(=CC=C1C)C(C)C)N=C(C(=C2)F)C2=C(C=CC=C2O)F)C